4-(4-morpholino-7-((2-(trimethylsilyl)ethoxy)methyl)-7H-pyrrolo[2,3-d]pyrimidin-6-yl)-N-(2,2,2-trifluoro-1-(piperidin-4-yl)ethyl)aniline O1CCN(CC1)C=1C2=C(N=CN1)N(C(=C2)C2=CC=C(NC(C(F)(F)F)C1CCNCC1)C=C2)COCC[Si](C)(C)C